P(OCCCCCCCCCCCCCC)(OCCCO)=O tetradecyl hydroxypropyl phosphonate